((2S,6R)-2,6-dimethyl-(N-morpholinyl))-2-methyl-6-(5-(1-methylcyclopropoxy)-1-(tetrahydro-2H-pyran-2-yl)-1H-indazol-3-yl)pyridazin-3(2H)-one C[C@H]1CN(C[C@H](O1)C)C=1C(N(N=C(C1)C1=NN(C2=CC=C(C=C12)OC1(CC1)C)C1OCCCC1)C)=O